2-{4-(phenanthrene-9-yl)-phenyl}-6-(4''-cyano-[1,1':4',1'']terphenyl-4-yl)-4-phenyl-benzoxazole C1=CC=CC=2C3=CC=CC=C3C(=CC12)C1=CC=C(C=C1)C=1OC2=C(N1)C(=CC(=C2)C2=CC=C(C=C2)C2=CC=C(C=C2)C2=CC=C(C=C2)C#N)C2=CC=CC=C2